2-(1,3-thiazol-2-yl)ethylphosphonic acid S1C(=NC=C1)CCP(O)(O)=O